C(C=C)C=1N=CC(CN1)(CC)CC allyl-5,5-diethylpyrimidine